FC(C1=NN=C(S1)C1=CN=C2N1C=C(C=C2N2[C@H]1[C@@H](NCC2)CCC1)S(=O)(=O)NC1(CC1)C)F |o1:17,18| rel-3-(5-(difluoromethyl)-1,3,4-thiadiazol-2-yl)-N-(1-methylcyclopropyl)-8-((4aS,7aR)-octahydro-1H-cyclopenta[b]pyrazin-1-yl)imidazo[1,2-a]pyridine-6-sulfonamide